ClC=1C=C(C#N)C=C(C1)C1(CC(C1)C)C1=NN=CN1C 3-chloro-5-(3-methyl-1-(4-methyl-4H-1,2,4-triazol-3-yl)cyclobutyl)benzonitrile